CC=1C=C(C#N)C=C(C1OC1=C(N=CNC1=O)C(C(F)F)(F)F)C 3,5-dimethyl-4-((6-oxo-4-(1,1,2,2-tetra-fluoroethyl)-1,6-dihydropyrimidin-5-yl)oxy)benzonitrile